2-[3,5-dichloro-4-[(5-isopropyl-6-oxo-1H-pyridazin-3-yl)oxy]phenyl]-3,5-dioxo-4H-1,2,4-triazine-6-carboxylic acid ClC=1C=C(C=C(C1OC1=NNC(C(=C1)C(C)C)=O)Cl)N1N=C(C(NC1=O)=O)C(=O)O